3-(fluoromethyl)-5,8,8-trimethyl-6-oxo-5-phenyl-5,6,7,8,9,10-hexahydrobenzo[b][1,8]naphthyridine-4-carbonitrile FCC1=C(C=2C(C3=C(NC2N=C1)CC(CC3=O)(C)C)(C3=CC=CC=C3)C)C#N